pentanoic acid hydrochloride salt Cl.C(CCCC)(=O)O